1,4-bis(di-iso-propylamino)-1,4-disilabutane C(C)(C)N([SiH2]CC[SiH2]N(C(C)C)C(C)C)C(C)C